FC1=C(C=CC(=C1)F)C(C)N1CCN(CC1)C1=NC(=NC(=C1)C)C=1C(=CC=2N(C1)C=CN2)C 6-(4-(4-(1-(2,4-DIFLUOROPHENYL)ETHYL)PIPERAZIN-1-YL)-6-METHYLPYRIMIDIN-2-YL)-7-METHYLIMIDAZO[1,2-A]PYRIDINE